ClC1=NC=C2C=C([N+](=C(C2=C1)C)[O-])C=1C=NC(=CC1C)C(=O)OC 7-chloro-3-(6-(methoxycarbonyl)-4-methylpyridin-3-yl)-1-methyl-2,6-naphthyridine 2-oxide